N-benzyl-N-(1-butylpiperidin-4-yl)-3H-imidazo[4,5-b]pyridine-5-carboxamide C(C1=CC=CC=C1)N(C(=O)C1=CC=C2C(=N1)NC=N2)C2CCN(CC2)CCCC